C1=CC=CC=2SC3=CC=CC=C3CC12 thioxanthene